malonyl-L-homoserine C(CC(=O)O)(=O)N[C@@H](CCO)C(=O)O